1-methyl-7-methylsulfanyl-3-[8-methyl-1-(2,2,2-trifluoroacetyl)-3,4-dihydro-2H-quinolin-4-yl]-4H-pyrimido[4,5-d]pyrimidin-2-one CN1C(N(CC=2C1=NC(=NC2)SC)C2CCN(C1=C(C=CC=C21)C)C(C(F)(F)F)=O)=O